p-nitro-trifluoromethoxybenzene [N+](=O)([O-])C1=CC=C(C=C1)OC(F)(F)F